O([C@H]1[C@H](O)[C@@H](O)[C@H](O)[C@H](O1)CO)[C@@H]1[C@H](O)[C@@H](O)[C@H](O)[C@H](O1)CO alpha-D-Glucopyranosyl-(1→4) beta-D-glucopyranoside